NC1=C(C=CC(=C1N)CCO)OC 2-Amino-4-Hydroxyethyl-aminoanisole